N-[3-[2-(difluoromethoxy)-5-methylsulfanyl-phenyl]-1-[2-oxo-2-[4-(4-tetrahydropyran-4-ylpiperazin-1-yl)-1-piperidyl]ethyl]pyrazol-4-yl]pyrazolo[1,5-a]pyrimidine-3-carboxamide FC(OC1=C(C=C(C=C1)SC)C1=NN(C=C1NC(=O)C=1C=NN2C1N=CC=C2)CC(N2CCC(CC2)N2CCN(CC2)C2CCOCC2)=O)F